[(3R,3'R)-3'-hydroxy-1,4-dihydro-1'H,2H-spiro[isoquinoline-3,4'-piperidin]-1'-yl](6-methylimidazo[1,2-a]pyrimidin-2-yl)methanone O[C@@H]1CN(CC[C@@]12NCC1=CC=CC=C1C2)C(=O)C=2N=C1N(C=C(C=N1)C)C2